2-cyanoethyl 5,8,11-trioxa-2-azatetradecan-14-oate trifluoroacetate FC(C(=O)O)(F)F.CNCCOCCOCCOCCC(=O)OCCC#N